2-(p-tolyl)-acetic acid methyl ester COC(CC1=CC=C(C=C1)C)=O